6-Amino-8-(butylamino)-4-fluoro-2,7-naphthyridin-1(2H)-one NC=1C=C2C(=CNC(C2=C(N1)NCCCC)=O)F